(S or R)-5-(6-(2-hydroxy-6-methyl-4-(trifluoromethyl)phenyl)-3-methyl-2H-pyrazolo[3,4-b]pyrazin-2-yl)piperidin-2-one OC1=C(C(=CC(=C1)C(F)(F)F)C)C=1C=NC=2C(N1)=NN(C2C)[C@H]2CCC(NC2)=O |o1:22|